C1NCC12OC(CC(CCCCCCNC2)=O)=O 5-oxa-2,15-diazaspiro[3.12]hexadecane-6,8-dione